1-(1-([1,4'-bipiperidin]-4-ylmethyl)piperidin-4-yl)-3-(4-phenoxyphenyl)-1H-pyrazolo[3,4-d]pyrimidin-4-amine N1(CCC(CC1)CN1CCC(CC1)N1N=C(C=2C1=NC=NC2N)C2=CC=C(C=C2)OC2=CC=CC=C2)C2CCNCC2